C(C)(C)(C)OC(=O)N1CC2(C1)CC(C2)=CC=2C=NN(C2C(F)(F)F)C 6-[[1-methyl-5-(trifluoromethyl)pyrazol-4-yl]methylene]-2-azaspiro[3.3]heptane-2-carboxylic acid tert-butyl ester